3-(3-ethynylisoquinolin-4-yl)-6-(trifluoromethyl)quinazoline-2,4(1H,3H)-dione C(#C)C=1N=CC2=CC=CC=C2C1N1C(NC2=CC=C(C=C2C1=O)C(F)(F)F)=O